C(C)OC(=O)C1C2CC=C(C1)C2 5-ethoxycarbonyl-1-norbornene